C1(=CC=CC2=CC=CC=C12)C(=O)NCC1=NOC(C1)(C(=O)N[C@@H](CC(C)C)B1O[C@@]2([C@H](O1)C[C@H]1C([C@@H]2C1)(C)C)C)CC1=CC=CC=C1 3-((1-naphthamido)methyl)-5-benzyl-N-((R)-3-methyl-1-((3aS,4S,6S,7aR)-3a,5,5-trimethylhexahydro-4,6-methanobenzo[d][1,3,2]dioxaborol-2-yl)butyl)-4,5-dihydroisoxazole-5-carboxamide